FC1=C(C#N)C=C(C=C1)C=1CCN(CC1)C(CCC=1NC(C2=C(C=CC(=C2C1)C)F)=O)=O 2-fluoro-5-(1-(3-(8-fluoro-5-methyl-1-oxo-1,2-dihydroisoquinolin-3-yl)propanoyl)-1,2,3,6-tetrahydropyridin-4-yl)benzonitrile